S(=O)(=O)([O-])C=1C=C(C=CC1)P(C1=CC=CC=C1)C1=CC=CC=C1.[Na+] sodium (m-sulfonatophenyl)diphenylphosphine